(2S)-2-[9H-fluoren-9-ylmethoxycarbonyl-amino]pent-4-ynoic acid C1=CC=CC=2C3=CC=CC=C3C(C12)COC(=O)N[C@H](C(=O)O)CC#C